S1C=C(C=C1)C#CC(=O)O 3-(thien-3-yl)propiolic acid